Tert-butyl (S)-5-(2-(2-((5-chloro-2-(1H-tetrazol-1-yl) phenyl) amino)-2-oxoacetylamino)-3-phenylpropionamido)-1H-benzo[d]imidazole-2-carboxylate ClC=1C=CC(=C(C1)NC(C(=O)N[C@H](C(=O)NC1=CC2=C(NC(=N2)C(=O)OC(C)(C)C)C=C1)CC1=CC=CC=C1)=O)N1N=NN=C1